2-(1-[4-cyano-6-methyl-2-(morpholin-4-yl)quinolin-8-yl]ethyl-amino)benzoic acid C(#N)C1=CC(=NC2=C(C=C(C=C12)C)C(C)NC1=C(C(=O)O)C=CC=C1)N1CCOCC1